C1(CC1)C([C@@H](C(NC=1C=NN(C1)CC=1N(N=CC1)CC(F)(F)F)=O)NC(OC1CC1)=O)C1CC1 cyclopropyl N-[(1S)-1-(dicyclopropylmethyl)-2-oxo-2-[[1-[[2-(2,2,2-trifluoroethyl)-pyrazol-3-yl]methyl]pyrazol-4-yl]amino]ethyl]carbamate